C(CCCC)[Sn](OC(C)(C)C)(OC(C)(C)C)OC(C)(C)C n-pentyl-tris(t-butoxy)tin